C(C)S(=O)(=O)O hydroxy ethyl sulfone